N1N=CC=2C(=CC=CC12)C(=O)N1CC2(CC1)C(NC(CC2)=O)=O 2-(1H-indazole-4-carbonyl)-2,7-diazaspiro[4.5]decane-6,8-dione